CN1N=NC2=C1C=CC(=C2C)C(CC(=O)O)C=2C=C(C1=C(C=CS1)C2)CN2[C@@H](C1(OC3=C(C2)N=C(C=C3)O)CC1)C 3-(1,4-dimethyl-1H-benzotriazol-5-yl)-3-(7-{[(3'R)-7'-hydroxy-3'-methyl-3'H-spiro[cyclopropane-1,2'-pyrido[2,3-f][1,4]oxazepin]-4'(5'H)-yl]methyl}-1-benzothiophen-5-yl)propanoic acid